F[B-](F)(F)F.CN1C=CC(C=C1)=C1C=CN(C=C1)C N,N'-dimethyl-4,4'-bipyridine tetrafluoroborate